C(C)N(C(=O)N1C=C(C2=CC=CC=C12)F)CC N,N-diethyl-3-fluoro-1H-indole-1-carboxamide